F[C@@H]1[C@@H](CNCC1)NC(OC(C)(C)C)=O tert-butyl N-[(3R,4S)-4-fluoro-3-piperidyl]carbamate